6-(5,5-dimethyl-1,3,2-dioxaborinan-2-yl)-4-fluoro-3-[(cis)-3-hydroxy-3-methylcyclobutyl]-1-{[2-(trimethylsilyl)ethoxy]methyl}-1,3-dihydro-1,3-benzimidazol-2-one CC1(COB(OC1)C=1C=C(C2=C(N(C(N2C2CC(C2)(C)O)=O)COCC[Si](C)(C)C)C1)F)C